[Si](C1=CC=CC=C1)(C1=CC=CC=C1)(C(C)(C)C)OCC(CN[C@@H](CC1=CNC2=CC=C(C=C12)C)C)(F)F (R)-3-((tert-butyldiphenylsilyl)oxy)-2,2-difluoro-N-(1-(5-methyl-1H-indol-3-yl)propane-2-yl)propane-1-amine